2-(4-aminophenyl)benzoxazol-5-amine NC1=CC=C(C=C1)C=1OC2=C(N1)C=C(C=C2)N